1-(aminooxy)-2,17-dioxo-6,9,12,15,21,24,27,30-octaoxa-3,18-diazadotriacontan-32-oic acid NOCC(NCCOCCOCCOCCOCC(NCCOCCOCCOCCOCC(=O)O)=O)=O